(1S,4S)-2,5-diazabicyclo[2.2.1]heptan [C@@H]12NC[C@@H](NC1)C2